C12CN(CC(CC1)O2)S(=O)(=O)C2=CC=C(C=C2)NC(=O)NCC2=CC(=C(C=C2)F)Br 1-(4-((8-oxa-3-azabicyclo[3.2.1]octan-3-yl)sulfonyl)phenyl)-3-(3-bromo-4-fluorobenzyl)urea